COC(=O)C1=CC(=NN1C[C@@H](C(=O)OC)NC(=O)OC(C)(C)C)Br (S)-3-bromo-1-(2-((tert-butoxycarbonyl)amino)-3-methoxy-3-oxopropyl)-1H-pyrazole-5-carboxylic acid methyl ester